(2-((2-methylbenzo[d]thiazol-6-yl)methyl)pyrazolidin-1-yl)methanone CC=1SC2=C(N1)C=CC(=C2)CN2N(CCC2)C=O